(cis)-3-((tert-butyldimethylsilyl)oxy)cyclopentyl 2-(3,5-dichlorophenyl)benzo[d]oxazole-6-carboxylate ClC=1C=C(C=C(C1)Cl)C=1OC2=C(N1)C=CC(=C2)C(=O)O[C@@H]2C[C@@H](CC2)O[Si](C)(C)C(C)(C)C